ClC=1C(=C(C(=NC1C)N1CCCCC1)C(=O)NC=1C=NC=C(C1)S(N)(=O)=O)C 5-chloro-4,6-dimethyl-2-(1-piperidinyl)-N-(5-sulfamoyl-3-pyridinyl)pyridine-3-carboxamide